3-chloro-6-(1,4-dimethyl-1H-1,2,3-triazol-5-yl)-4-((3-fluoropyridin-2-yl)(tetrahydro-2H-pyran-4-yl)methyl)-4H-thieno[2',3':4,5]pyrrolo[3,2-b]pyridine-2-carboxylic acid methyl ester COC(=O)C1=C(C2=C(C3=NC=C(C=C3N2C(C2CCOCC2)C2=NC=CC=C2F)C2=C(N=NN2C)C)S1)Cl